FC1(CC1)CNC1CC(N(CC1)CC1=C2C=CNC2=C(C=C1OC)C)C1=CC=C(C(=O)O)C=C1 4-(4-(((1-fluorocyclopropyl)methyl)amino)-1-((5-methoxy-7-methyl-1H-indol-4-yl)methyl)piperidin-2-yl)benzoic acid